BrC1=CC(=NC=C1)NC(CCN1CC2(C1)CN(C2)C)=O N-(4-bromopyridin-2-yl)-3-{6-methyl-2,6-diazaspiro[3.3]heptan-2-yl}propionamide